4,7-dichloro-5-fluoro-1H-indole ClC1=C2C=CNC2=C(C=C1F)Cl